C12(C=CC(CC1)C2)C=2C(=O)NC(C2)=O norbornenyl-maleimide